(S)-6-(4-trifluoromethoxyphenyl)-N-((S)-6,7-dihydro-5H-cyclopenta[B]Pyridin-5-yl)-2-(3-pyridyl)pyrimidine-4-carboxamide FC(OC1=CC=C(C=C1)C1=CC(=NC(=N1)C=1C=NC=CC1)C(=O)N[C@H]1CCC2=NC=CC=C21)(F)F